(2-bromopyridin-4-yl)(oxo)acetic acid BrC1=NC=CC(=C1)C(C(=O)O)=O